ClC1=C(C=CC=C1F)[C@H]1[C@H]2C([C@H]2CN1C=1C=NC(=NC1)C(=O)N[C@H](C)\C=C\S(=O)(=O)C1CC1)(F)F 5-((1S,2R,5R)-2-(2-Chloro-3-fluorophenyl)-6,6-difluoro-3-azabicyclo[3.1.0]hexan-3-yl)-N-((R,E)-4-(cyclopropylsulfonyl)but-3-en-2-yl)pyrimidine-2-carboxamide